[6-(3-cyclopropyl-1H-1,2,4-triazol-5-yl)-2-azaspiro[3.3]heptan-2-yl]-[6-[(3-ethyl-1,2,4-thiadiazol-5-yl)methyl]-2,6-diazaspiro[3.3]heptan-2-yl]methanone C1(CC1)C1=NNC(=N1)C1CC2(CN(C2)C(=O)N2CC3(C2)CN(C3)CC3=NC(=NS3)CC)C1